COC=1C=C(C=CC1OC)/C=C/C(=O)NCCC1=CC(=CC=C1)C (E)-3-(3,4-dimethoxyphenyl)-N-(3-methylphenethyl)acrylamid